C1(CC1)N1N=CC(=C1)[C@@H]1OCC[C@@H](C1)C1=CC=2C(=NC(=C(N2)C)COC(F)F)C(=N1)C1=C(C=C(C=C1)F)F 7-((2R,4S)-2-(1-cyclopropyl-1H-pyrazol-4-yl)tetrahydro-2H-pyran-4-yl)-3-((difluoromethoxy)methyl)-5-(2,4-difluorophenyl)-2-methylpyrido[3,4-b]pyrazine